trans-4-((3-(2-Cyclopropylthiazol-5-yl)phenyl)((4-(6-(dimethylamino)pyridin-3-yl)bicyclo[2.2.2]octan-1-yl)methyl)carbamoyl)cyclohexanecarboxylic acid C1(CC1)C=1SC(=CN1)C=1C=C(C=CC1)N(C(=O)[C@@H]1CC[C@H](CC1)C(=O)O)CC12CCC(CC1)(CC2)C=2C=NC(=CC2)N(C)C